ClC1=C(C(=O)O)C=CC(=C1SC)OC(F)F 2-chloro-4-(difluoromethoxy)-3-methylsulfanyl-benzoic acid